[8-[3-Chloro-5-(2,2-dimethylpropanesulfonyl)-2-(methoxymethoxy)phenyl]-3,8-diazabicyclo[3.2.1]oct-3-yl]-(2-chloro-4-fluoro-phenyl)methanone ClC=1C(=C(C=C(C1)S(=O)(=O)CC(C)(C)C)N1C2CN(CC1CC2)C(=O)C2=C(C=C(C=C2)F)Cl)OCOC